4,4'-di-n-hexenyloxybiphenyl tert-butyl-(R)-4-(4-hydroxyphenyl)-2,2-dimethyloxazolidine-3-carboxylate C(C)(C)(C)OC(=O)N1C(OC[C@H]1C1=CC=C(C=C1)O)(C)C.C(=CCCCC)OC1=CC=C(C=C1)C1=CC=C(C=C1)OC=CCCCC